Ethyl 1-(3-cyano-6-(1-methyl-1H-pyrazol-4-yl) pyrazolo[1,5-a]pyridin-4-yl)-4-methylpiperidine-4-carboxylate C(#N)C=1C=NN2C1C(=CC(=C2)C=2C=NN(C2)C)N2CCC(CC2)(C(=O)OCC)C